C(=O)(O)C(O)C(O)C(=O)O.NC1=NC=CC(=C1Cl)SC1=CN=C(N=N1)N1CCC2(CC1)[C@@H](C1=CC=CC=C1C2)N (S)-1'-(6-((2-amino-3-chloropyridin-4-yl)thio)-1,2,4-triazin-3-yl)-1,3-dihydrospiro[indene-2,4'-piperidin]-1-amine tartrate salt